C(C)(=O)ONC(=N)C=1C=C(SC1)CNC(=O)C12CCC(CC1)N2C(CNC(C2=CC=C(C=C2)OC2=CC=CC=C2)=O)=O N-((4-(N-acetoxycarbamimidoyl)thiophen-2-yl)methyl)-7-((4-phenoxybenzoyl)glycyl)-7-azabicyclo[2.2.1]heptane-1-carboxamide